N,N-dimethyltrifluoro-methanesulfonamide CN(S(=O)(=O)C(F)(F)F)C